(S)-2-((2-Methoxyphenyl)(5-methyl-1H-pyrrol-2-yl)(phenyl)methyl)-3-phenyl-1H-indole COC1=C(C=CC=C1)[C@@](C=1NC2=CC=CC=C2C1C1=CC=CC=C1)(C1=CC=CC=C1)C=1NC(=CC1)C